ClC=1C(=C(CNC(=O)[C@H]2N(CC[C@H]2OCCCCCCCCC=C)C(=O)OC(C)(C)C)C=CC1)F tert-Butyl (2S,3R)-2-((3-chloro-2-fluorobenzyl)carbamoyl)-3-(dec-9-en-1-yloxy)pyrrolidine-1-carboxylate